t-hexyl peroxyneononanoate tert-butyl-peroxypivalate C(C)(C)(C)CC(C(=O)OO)(C)C.C(CCCCC(C)(C)C)(=O)OOC(C)(C)CCC